(3,4-difluorophenyl)pyridin FC=1C=C(C=CC1F)C1=NC=CC=C1